NC1=NC=NN2C1=C(C=C2C=2C=C(C(=NC2)OC)C(=O)N[C@@H]2CN(CC2)C(=O)C2CCC2)C(F)(F)F 5-[4-amino-5-(trifluoromethyl)pyrrolo[2,1-f][1,2,4]triazin-7-yl]-N-[(3S)-1-cyclobutanecarbonylpyrrolidin-3-yl]-2-methoxypyridine-3-carboxamide